C(#N)C1=CC=C2C(=CC(=NC2=C1)C1=CC=C(C=C1)C1N(CCC1)C(=O)OC(C)(C)C)CN1CCOCC1 tert-butyl 2-(4-(7-cyano-4-(morpholinomethyl)quinolin-2-yl)phenyl)pyrrolidine-1-carboxylate